(R)-N-(1-(3-(difluoromethyl)-2-fluorophenyl)ethyl)-7-methoxy-2-methyl-6-(methylsulfonyl)quinazolin-4-amine FC(C=1C(=C(C=CC1)[C@@H](C)NC1=NC(=NC2=CC(=C(C=C12)S(=O)(=O)C)OC)C)F)F